NC=1C(=NC=CC1)CCO aminopyridineethanol